1,4-Dibutyloxybenzene C(CCC)OC1=CC=C(C=C1)OCCCC